1-(3-{4-chloro-3-ethyl-1H-pyrrolo[2,3-b]pyridin-3-yl}phenyl)-3-{[1-(2-fluoro-4-nitrophenyl)piperidin-4-yl]methyl}-1,3-diazinan-2-one ClC1=C2C(=NC=C1)NCC2(CC)C=2C=C(C=CC2)N2C(N(CCC2)CC2CCN(CC2)C2=C(C=C(C=C2)[N+](=O)[O-])F)=O